CC1(C(NC2=CC=CC=C12)=O)C 3,3-dimethylindol-2-one